N1(N=CC=C1)C1=CC=C(CN(C=2SC=C(N2)CCC2=CC(=CC=C2)OC)CC2=CC(=CC=C2)OC)C=C1 N-(4-(1H-pyrazol-1-yl)benzyl)-N-(3-methoxybenzyl)-4-((3-methoxybenzyl)methyl)thiazol-2-amine